α-phenylstyrene C1(=CC=CC=C1)C(=C)C1=CC=CC=C1